COC=1C=C2C(=NC(=NC2=CC1OC)C)N[C@H](C)C=1C=C(C=CC1)C1=CC(=CC=C1)C(=O)N(C)C 3'-{(1R)-1-[(6,7-dimethoxy-2-methylquinazolin-4-yl)amino]ethyl}-N,N-dimethylbiphenyl-3-carboxamide